C1(=CC=CC=C1)SCC1=CC(=CC=C1)F (3-fluorobenzyl) (phenyl) thioether